BrC1=CC2=CN(N=C2C(=C1C)F)C 5-bromo-7-fluoro-2,6-dimethyl-indazole